5-methyl-2-((7-methylquinolin-6-yl)amino)-8-((tetrahydro-2H-pyran-4-yl)methyl)-7,8-dihydropteridine-6(5H)-one CN1C=2C=NC(=NC2N(CC1=O)CC1CCOCC1)NC=1C=C2C=CC=NC2=CC1C